2-[2-[[(3R)-1-Ethyl-3-piperidyl]amino]-6-fluoro-1H-imidazo[4,5-b]pyridin-5-yl]-5-(trifluoromethyl)phenol C(C)N1C[C@@H](CCC1)NC=1NC=2C(=NC(=C(C2)F)C2=C(C=C(C=C2)C(F)(F)F)O)N1